tert-butyl (S)-(7-(3-hydroxy-3-methylbutoxy)-5-methyl-4-oxo-2,3,4,5-tetrahydrobenzo[b][1,4]oxazepin-3-yl)carbamate OC(CCOC1=CC2=C(OC[C@@H](C(N2C)=O)NC(OC(C)(C)C)=O)C=C1)(C)C